tert-butyl {[4-(1-methyl-1H-pyrazol-5-yl)-2,5-dioxoimidazolidin-4-yl]methyl}carbamate CN1N=CC=C1C1(NC(NC1=O)=O)CNC(OC(C)(C)C)=O